CC1=CC=C(C=C1)S(=O)(=O)OCC1(CCC(CC1)(F)F)O 4,4-difluoro-(1-hydroxycyclohexyl)methyl 4-methylbenzenesulfonate